Cl.Cl.ClC=1C(=NC2=CC=C(C=C2C1)C1=NNC(=N1)CCN)N1CCNCC1 2-[3-(3-chloro-2-piperazin-1-yl-6-quinolyl)-1H-1,2,4-triazol-5-yl]ethanamine dihydrochloride